1-(3-tritylimidazol-4-yl)prop-2-en-1-ol C(C1=CC=CC=C1)(C1=CC=CC=C1)(C1=CC=CC=C1)N1C=NC=C1C(C=C)O